(3-(2-chloropyrimidin-4-yl)-6-methoxypyrazolo[1,5-a]pyrimidin-5-yl)propan-2-ol ClC1=NC=CC(=N1)C=1C=NN2C1N=C(C(=C2)OC)CC(C)O